C(#N)C=1C(=NN2C1NC1=C(CC2)C=C(C=C1)N1CCN(CC1)C(=O)OC(C)(C)C)C1=CC(=C(C=C1)CNC(C1=C(C=C(C(=C1)F)F)OC)=O)C tert-butyl 4-(3-cyano-2-(4-((4,5-difluoro-2-methoxybenzamido)methyl)-3-methylphenyl)-9,10-dihydro-4H-benzo[d]pyrazolo[1,5-a][1,3]diazepin-7-yl)piperazine-1-carboxylate